4-amino-6-(2-(2-(3,5-dimethylisoxazol-4-yl)-8-methylquinolin-3-yl)pyrrolidin-1-yl)pyrimidine-5-carbonitrile NC1=NC=NC(=C1C#N)N1C(CCC1)C=1C(=NC2=C(C=CC=C2C1)C)C=1C(=NOC1C)C